8-bromo-3-(methylsulfonyl)-2,3,4,5-tetrahydro-1H-benzo[d]azepin-1-one BrC=1C=CC2=C(C(CN(CC2)S(=O)(=O)C)=O)C1